C1(CCCC1)C(CC#N)N1N=CC(=C1)B1OC(C(O1)(C)C)(C)C 3-cyclopentyl-3-(4-(4,4,5,5-tetramethyl-1,3,2-dioxaborolan-2-yl)-1H-pyrazol-1-yl)propionitrile